6-chloro-4-((3R,4S)-4-((2-fluoro-4-(trifluoromethoxy)phenyl)amino)-3-methyl-piperidin-1-yl)-1-methyl-2-oxo-1,2-dihydro-1,5-naphthyridine-3-carbonitrile ClC=1N=C2C(=C(C(N(C2=CC1)C)=O)C#N)N1C[C@H]([C@H](CC1)NC1=C(C=C(C=C1)OC(F)(F)F)F)C